C1(=CC=C(C=C1)NC1=CC=C(C=C1)C=1C=C(C=CC1)C=1C(=CC(=CC1C1=CC=CC=C1)C1=CC=CC=C1)C1=CC=CC=C1)C1=CC=CC=C1 N-([1,1'-biphenyl]-4-yl)-3',5'-diphenyl-[1,1':2',1'':3'',1'''-quaterphenyl]-4'''-amine